(1S,3S)-3-HYDROXY-CYCLOPENTANECARBOXYLIC ACID O[C@@H]1C[C@H](CC1)C(=O)O